ClC1=C(C=NC=C1)C1(CC1)NC(OC(C)(C)C)=O tert-butyl N-[1-(4-chloropyridin-3-yl)cyclopropyl]carbamate